CCC(CC)N 3-Pentanamine